propoxymandelic acid C(CC)OC(C(=O)O)(O)C1=CC=CC=C1